C(C1=CC=CC=C1)OC1=NC(=CC=C1B1OC(C(O1)(C)C)(C)C)OCC1=CC=CC=C1 2,6-bis(benzyloxy)-3-(4,4,5,5-Tetramethyl-1,3,2-dioxaborolan-2-yl)pyridine